6-(Dimethylhydrazono)-2-azaspiro[3.3]heptane-2-carboxylic acid tert-butyl ester C(C)(C)(C)OC(=O)N1CC2(C1)CC(C2)=NN(C)C